(3-((2-(1-(3-(2,6-bis(benzyloxy) pyridin-3-yl) phenyl) piperidin-4-yl) ethyl) (methyl) amino) cyclobutyl) carbamate C(N)(OC1CC(C1)N(C)CCC1CCN(CC1)C1=CC(=CC=C1)C=1C(=NC(=CC1)OCC1=CC=CC=C1)OCC1=CC=CC=C1)=O